(R)-2-(7-(methoxycarbonylamino)dibenzo[b,d]furan-3-sulfonamido)-3-methyl-butanoic acid COC(=O)NC1=CC2=C(C3=C(O2)C=C(C=C3)S(=O)(=O)N[C@@H](C(=O)O)C(C)C)C=C1